2,6-diamino-1-methyl-cyclohexane NC1C(C(CCC1)N)C